Dimethylsilyl-(2,3,4,5-tetramethylcyclopentadienyl) chloride C[SiH](C)C1(C(=C(C(=C1C)C)C)C)Cl